diisopropoxydi-tertiary butyl-oxysilane C(C)(C)O[Si](OC(C)(C)C)(OC(C)(C)C)OC(C)C